C1(CCC1)OC=1C(=CC2=CN(N=C2C1)C12COC(C1)(C2)COC)C(=O)NC=2C(N(C=CC2)[C@@H]2[C@H](C2)F)=O 6-cyclobutoxy-N-(1-((1s,2s)-2-fluorocyclopropyl)-2-oxo-1,2-dihydropyridin-3-yl)-2-(1-(methoxymethyl)-2-oxabicyclo[2.1.1]hex-4-yl)-2H-indazole-5-carboxamide